3-(3-(4-bromo-1H-pyrazol-1-yl)benzamido)propanoic acid BrC=1C=NN(C1)C=1C=C(C(=O)NCCC(=O)O)C=CC1